4-(2-(2,4-difluorophenoxy)-5-(ethylsulfonylamino)phenyl)-2-methyl-6-propylpyridine 1-oxide FC1=C(OC2=C(C=C(C=C2)NS(=O)(=O)CC)C2=CC(=[N+](C(=C2)CCC)[O-])C)C=CC(=C1)F